6-bromoacenaphthene BrC1=C2C=CC=C3CCC(C=C1)=C32